1-((4-methoxycyclohexyl)methyl)piperidin COC1CCC(CC1)CN1CCCCC1